FCCN1C(=C(C(C(=C1)C1=CC(=C(C=C1)F)C)=O)C(=O)NC1=CC(=C(C=C1)OC1=CC=NC2=CC(=CN=C12)OC)F)C 1-(2-fluoroethyl)-N-[3-fluoro-4-[(7-methoxy-1,5-naphthyridin-4-yl)oxy]phenyl]-5-(4-fluoro-3-methylphenyl)-2-methyl-4-oxopyridine-3-carboxamide